N(=[N+]=[N-])CCN1CCCCC1 1-(2-azidoethyl)piperidine